7-MethylBenzothiophene CC1=CC=CC=2C=CSC21